methyl (S)-2-((tert-butoxycarbonyl)amino)-3-(3-((triisopropylsilyl)oxy)phenyl)propanoate C(C)(C)(C)OC(=O)N[C@H](C(=O)OC)CC1=CC(=CC=C1)O[Si](C(C)C)(C(C)C)C(C)C